OC1=C(N=C(N(C1=O)C)C1=CC(=CC(=C1)C(NC)=O)C)C(=O)NC=1C=NOC1 5-hydroxy-N-(isoxazol-4-yl)-1-methyl-2-(3-methyl-5-(methylcarbamoyl)phenyl)-6-oxo-1,6-dihydropyrimidine-4-carboxamide